CC1(CCC2(C3CCC4(C(CCC4C3CCC2C1)[C@H](C)[C@@H](C(F)(F)F)O)C)C)O 3,10,13-trimethyl-17-((2S,3S)-4,4,4-trifluoro-3-hydroxybutan-2-yl)hexadecahydro-1H-cyclopenta[a]phenanthren-3-ol